OC1=C2C(N(C(C2=CC=C1C=1C=NNC1)=O)[C@]1(C(NC(CC1)=O)=O)C)=O (R)-4-hydroxy-2-(3-methyl-2,6-dioxopiperidin-3-yl)-5-(1H-pyrazol-4-yl)isoindoline-1,3-dione